Tert-butyl {trans-3-[(but-2-en-1-yl)oxy]cyclobutyl}carbamate C(C=CC)O[C@@H]1C[C@H](C1)NC(OC(C)(C)C)=O